FC1=CC(=C(C=C1)O)[C@@H]1N(CCC1)C=1C=CC=2N(N1)C(=CN2)C=2N=NN(C2)C[C@@H](C)F 4-fluoro-2-((R)-1-(3-(1-((R)-2-fluoropropyl)-1H-1,2,3-triazol-4-yl)imidazo[1,2-b]pyridazin-6-yl)pyrrolidin-2-yl)phenol